(S)-1-(5-((4-(trifluoromethoxy)phenyl)thio)pyrazin-2-yl)-4'H,6'H-spiro[piperidine-4,5'-pyrrolo[1,2-b]pyrazol]-4'-amine FC(OC1=CC=C(C=C1)SC=1N=CC(=NC1)N1CCC2([C@@H](C=3N(N=CC3)C2)N)CC1)(F)F